(4-chloro-2-(2-methoxy-7-methylquinoxalin-5-yl)-7,8-dihydrobenzofuro[5,4-d]thiazol-7-yl)methyl (6-methylpyridin-3-yl)carbamate CC1=CC=C(C=N1)NC(OCC1OC2=C(C1)C1=C(N=C(S1)C1=C3N=CC(=NC3=CC(=C1)C)OC)C(=C2)Cl)=O